C(C)(C)(C)N=[Ta](N(CC)C)(N(CC)C)N(C)CC T-butyliminotris(ethylmethylamino)tantalum